2-(2-methoxyphenyl)-3-methyl-1H-indol-5-carbonitrile COC1=C(C=CC=C1)C=1NC2=CC=C(C=C2C1C)C#N